ClC1=C(C=C2C=NN(C2=C1)CC1(CC1)C#N)/N=C\1/N(C(N(C(N1)=O)CC1=NN(C=N1)C)=O)CC1=C(C=C(C(=C1)F)F)F (E)-1-((6-chloro-5-((5-((1-methyl-1H-1,2,4-triazol-3-yl)methyl)-4,6-dioxo-1-(2,4,5-trifluorobenzyl)-1,3,5-triazin-2-ylidene)amino)-1H-indazol-1-yl)methyl)cyclopropane-1-carbonitrile